N1CC(C1)OC=1C=C2C=NN(C2=CC1)C1=CC(=C(C(=C1)F)F)O[Si](C)(C)C(C)(C)C 5-(azetidin-3-yloxy)-1-(3-((tert-butyldimethylsilyl)oxy)-4,5-difluorophenyl)-1H-indazole